cysteinyl-prolyl-prolyl-tyrosyl-prolyl-cysteine N[C@@H](CS)C(=O)N1[C@@H](CCC1)C(=O)N1[C@@H](CCC1)C(=O)N[C@@H](CC1=CC=C(C=C1)O)C(=O)N1[C@@H](CCC1)C(=O)N[C@@H](CS)C(=O)O